C(C=C)(=O)NC=1C=C(C=CC1C)C1=C(NC2=NC=C(C(=C21)C)C(=O)OC(C)C)C2=CC=C(C=C2)N2CCN(CC2)C isopropyl 3-(3-acrylamido-4-methylphenyl)-4-methyl-2-(4-(4-methylpiperazin-1-yl)phenyl)-1H-pyrrolo[2,3-b]pyridine-5-carboxylate